C1(CC1)COC1=CC=C2C(NN=C(C2=C1)CC=1C=CC(=C(C(=O)N2CCN(CC2)C2=C(C#N)C=CC=N2)C1)F)=O (4-(5-((7-(cyclopropylmethoxy)-4-oxo-3,4-dihydrophthalazin-1-yl)methyl)-2-fluorobenzoyl)piperazin-1-yl)nicotinonitrile